di-t-butylhexane C(C)(C)(C)C(CCCCC)C(C)(C)C